Methyl 2-fluoro-6-(4-methoxy-4-oxobutanamido)benzoate FC1=C(C(=O)OC)C(=CC=C1)NC(CCC(=O)OC)=O